2-phenoxyethyl docosanoate C(CCCCCCCCCCCCCCCCCCCCC)(=O)OCCOC1=CC=CC=C1